N-Tert-butyl-2-{[2-(4-{[(4S)-2,2-dimethyl-1,3-dioxolan-4-yl]methoxy}pyridin-2-yl)-5H,6H,7H-cyclopenta[d]pyrimidin-4-yl](methyl)amino}acetamide C(C)(C)(C)NC(CN(C)C=1C2=C(N=C(N1)C1=NC=CC(=C1)OC[C@@H]1OC(OC1)(C)C)CCC2)=O